4-((3-chloro-4-fluorophenyl)amino)-7-nitro-1H-indole-2-carboxylic acid ethyl ester C(C)OC(=O)C=1NC2=C(C=CC(=C2C1)NC1=CC(=C(C=C1)F)Cl)[N+](=O)[O-]